IC1=CC=C(C=C1)C1=CC=NN1C 5-(4-iodophenyl)-1-methyl-1H-pyrazole